CO[Si](O[Si](O[Si](OC)(C)C)(C)C)(C)C 1,5-dimethoxyhexamethyl-trisiloxane